C(C1=CC=CC=C1)OC1=NC(=CC=C1C1=NN(C2=C(C=CC=C12)N1CCC(CC1)CN1[C@H]2CN([C@@H](C1)C2)C(=O)OC(C)(C)C)C)OCC2=CC=CC=C2 tert-butyl (1R,4R)-5-((1-(3-(2,6-bis(benzyloxy)pyridin-3-yl)-1-methyl-1H-indazol-7-yl)piperidin-4-yl)methyl)-2,5-diazabicyclo[2.2.1]heptane-2-carboxylate